C(CC)C1CCC(CC1)C1CCC(CC1)C(=O)O trans,trans-4'-propylbicyclohexyl-4-carboxylic acid